(R)-(2-(Aminomethyl)-5,5-difluoropiperidin-1-yl)(3-methyl-6-((4-(trifluoromethoxy)pyridine-2-yl)amino)pyridin-2-yl)methanone NC[C@@H]1N(CC(CC1)(F)F)C(=O)C1=NC(=CC=C1C)NC1=NC=CC(=C1)OC(F)(F)F